O=C1NC(CCC1N1C(C2=CC=C(C=C2C1=O)C1=C(C(=NN1C)C(=O)O)C(=O)N1CCNCC1)=O)=O 2-[2,6-DIOXOPIPERIDIN-3-YL]-1,3-DIOXOISOINDOL-5-YL-[PIPERAZINE-1-CARBONYL]-1-METHYLPYRAZOLE-3-CARBOXYLIC ACID